(3S)-N-[(1S)-2-amino-2-oxo-1-[[(3S)-2-oxopyrrolidin-3-yl]methyl]ethyl]-2-[(E)-3-(4-chloro-2-fluoro-phenyl)prop-2-enoyl]hexahydropyridazine-3-carboxamide NC([C@H](C[C@H]1C(NCC1)=O)NC(=O)[C@H]1N(NCCC1)C(\C=C\C1=C(C=C(C=C1)Cl)F)=O)=O